methyl (2S)-2-amino-5-methylhexanoate HCl salt Cl.N[C@H](C(=O)OC)CCC(C)C